COC1=CC=C2C=3CCNC(C3NC2=C1)C 7-methoxy-1-methyl-1,2,3,4-tetrahydro-b-carboline